8-[(3R,5S)-4-(tert-butoxycarbonyl)-3,5-dimethylpiperazin-1-yl]-6-fluoroquinoxaline-5-carboxylic acid C(C)(C)(C)OC(=O)N1[C@@H](CN(C[C@@H]1C)C1=CC(=C(C=2N=CC=NC12)C(=O)O)F)C